C(C1=CC=CC=C1)OC1=C(C(=O)NO)C=C(C=C1)F 2-(benzyloxy)-5-fluoro-N-hydroxybenzamide